NC1=C(C=C(C=C1)N1CC(CCC1)O)OC 1-(4-amino-3-methoxyphenyl)piperidin-3-ol